N1=C(C=CC=C1)C=1C(=NC=CN1)C(C)NC(C1=CC(=CC(=C1)C(F)(F)F)C(F)(F)F)=O N-[1-[3-(2-pyridyl)pyrazin-2-yl]ethyl]-3,5-bis(trifluoromethyl)benzamide